3-fluoro-4-(N-((1S,2S)-2-(hydroxymethyl)cyclopentyl)sulfamoyl)-1-methyl-1H-pyrrole-2-carboxylic acid ethyl ester C(C)OC(=O)C=1N(C=C(C1F)S(N[C@@H]1[C@H](CCC1)CO)(=O)=O)C